C(C)C=1C=CC=C2C=CC=C(C12)N1CC=2N=C(N=C(C2CC1)N1CC(CCC1)C(C)O)OCC12CCCN2CCC1 1-(1-(7-(8-ethylnaphthalen-1-yl)-2-((tetrahydro-1H-pyrrolizin-7a(5H)-yl)methoxy)-5,6,7,8-tetrahydropyrido[3,4-d]pyrimidin-4-yl)piperidin-3-yl)ethan-1-ol